4-((2-azaspiro[3.3]hept-6-yl)oxy)-2,6-difluorophenyl-5-chloro-N-(1,1,1-trifluoropropan-2-yl)-[1,2,4]triazolo[1,5-a]pyrimidin-7-amine C1NCC12CC(C2)OC2=CC(=C(C(=C2)F)C2=NN1C(N=C(C=C1NC(C(F)(F)F)C)Cl)=N2)F